N1(CCN(CCN(CC1)CC=1C(=C(C=C(C1)C)NC(C)=O)O)CC=1C(=C(C=C(C1)C)NC(C)=O)O)CC=1C(=C(C=C(C1)C)NC(C)=O)O N,N',N''-{1,4,7-triazonane-1,4,7-triyltris[methylene(2-hydroxy-5-methyl-3,1-phenylene)]}triacetamide